2-(6-(benzylthio)-8-chloro-1-iodoimidazo[1,5-a]pyridin-3-yl)-5-(difluoromethyl)-1,3,4-thiadiazole C(C1=CC=CC=C1)SC=1C=C(C=2N(C1)C(=NC2I)C=2SC(=NN2)C(F)F)Cl